3-(4-([1,4'-bipiperidin]-4-yl)phenyl)prop-2-yn-1-amine N1(CCC(CC1)C1=CC=C(C=C1)C#CCN)C1CCNCC1